C[C@H]1[C@@H]([C@H]([C@H]([C@@H](O1)O[C@H]2[C@@H]([C@H](O[C@H]([C@@H]2O)O)CO)O)O)O[C@H]3[C@H]([C@H]([C@@H]([C@H](O3)CO)O)O[C@H]4[C@H]([C@H]([C@@H]([C@H](O4)CO)O)O[C@H]5[C@@H]([C@H]([C@@H]([C@H](O5)CO)O)O)O)O[C@@H]6[C@H]([C@H]([C@@H]([C@H](O6)CO)O)O)O)O)O The molecule is a branched hexasaccharide consisting of a beta-D-glucose residue, two beta-D-mannose residues, an alpha-L-rhamnose residue and a beta-D-glucose residue (at the reducing end), all joined by sequential (1->3) linkages, to the mannose residue nearest to the non-reducing end is also connected an alpha-D-mannose residue via a (1->2) linkage.